ClCC(=O)N1CCN(CC1)S(=O)(=O)C1=CC=C(C=C1)[N+](=O)[O-] 2-chloro-1-(4-((4-nitrophenyl)sulfonyl)piperazin-1-yl)ethan-1-one